(R)-2-Isopropenyl-5-methyl-4-hexenyl-(S)-2-methylbutanoat C(=C)(C)[C@@](C(=O)[O-])(CCC=CCCC(C)C)C